C(C)C(C(CC(=O)[O-])=O)CC.C(C)(C)O[Ti+2]OC(C)C.C(C)C(C(CC(=O)[O-])=O)CC di-iso-propoxytitanium bis-ethyl-acetoacetate